FC1(OC2=C(O1)C=C(C(=C2)NC)N)F 2,2-difluoro-N5-methyl-1,3-benzodioxole-5,6-diamine